CNC[C@@H](CC)O (2R)-1-(methylamino)butan-2-ol